ClC1=CC=C(C=C1)S(=O)(=O)N1CC=C(CC1)C=1C=C(C(=NC1)C(=O)NCC(=O)O)O.[Br].[In] indium bromine (5-(1-((4-chlorophenyl)sulfonyl)-1,2,5,6-tetrahydropyridin-4-yl)-3-hydroxy-pyridine-2-carbonyl)glycine